tetramethanol monohydrate O.CO.CO.CO.CO